C(C)(=S)N[C@@H](C=O)[C@@H](O)[C@@H](O)[C@H](O)CO 2-thioacetamido-2-deoxygalactose